[N+](=O)([O-])C1=CC=C(C=C1)SCCC(C#N)C#N 2-[2-(4-nitrophenyl)sulfanylethyl]propanedinitrile